C(#C)C=1C=CC=2N(C1)C(=C(N2)C2=CC=CC=C2)NC2=CC=C(C(=O)O)C=C2 4-((6-ethynyl-2-phenylimidazo[1,2-a]pyridin-3-yl)amino)benzoic acid